Methyl 2-(6-methoxy-1-oxo-3,4-dihydroisoquinolin-2-yl)acetate COC=1C=C2CCN(C(C2=CC1)=O)CC(=O)OC